4-methyl-nonanal methyl-2-benzylisothiazolidine-3-carboxylate COC(=O)C1N(SCC1)CC1=CC=CC=C1.CC(CCC=O)CCCCC